C1(CC1)CC(=O)N[C@@H](CCN1C2CC(CC1CC2)C2=NC(=NO2)CC2=CC=C(C=C2)NS(=O)(=O)C)C2=CC=CC=C2 2-Cyclopropyl-N-{(1S)-3-[3-exo-(3-{4-[(methylsulfonyl)amino]benzyl}-1,2,4-oxadiazol-5-yl)-8-azabicyclo[3.2.1]oct-8-yl]-1-phenylpropyl}acetamide